COC1=NC=CC=C1C1=C2N(C(=NC1=O)NC)C=CC(=C2)C(F)(F)F 4-(2-methoxypyridin-3-yl)-1-(methylamino)-6-(trifluoromethyl)-3H-pyrido[1,2-c]pyrimidin-3-one